N1N=NC=2C=NC=CC21 1,2,3-triazolo[4,5-c]pyridine